1-(3-aminoazetidin-1-yl)ethanone hydrochloride Cl.NC1CN(C1)C(C)=O